C(C)N1C(NC2=C(C1=O)SC(=C2)CC=2CCN(CC2)C=2C(=NC(=CC2)C(=O)NC)C)=O 4-((3-ethyl-2,4-dioxo-1,2,3,4-tetrahydrothieno[3,2-d]pyrimidin-6-yl)methyl)-N,2'-dimethyl-3,6-dihydro-2H-[1,3'-bipyridine]-6'-carboxamide